magnesium cobalt salt [Co].[Mg]